2,3-pyrazinedicarboxylic anhydride N1=C2C(=NC=C1)C(=O)OC2=O